N(C(=O)N)C=1N=C(NC1C(=O)O)C(=O)N ureido-5-carboxyimidazoleamide